C1(CC1)C1=NN=C2C=3NC=C(C3CCCN12)C1=NC(=NC=C1C(F)(F)F)NC1CNCCC1 4-{5-cyclopropyl-3,4,6,13-tetraazatricyclo[8.3.0.02,6]trideca-1(10),2,4,11-tetraen-11-yl}-N-(piperidin-3-yl)-5-(trifluoromethyl)pyrimidin-2-amine